2-((1-(2-(4,4-dimethylpiperidin-1-yl)-6-methyl-4-oxo-4H-chromen-8-yl)ethyl)amino)-3-methoxybenzoic acid CC1(CCN(CC1)C=1OC2=C(C=C(C=C2C(C1)=O)C)C(C)NC1=C(C(=O)O)C=CC=C1OC)C